C[C@H]1C(=O)CC[C@@H]2[C@@]1(CC[C@H]3[C@]2(CC[C@@]4([C@@]3(CC[C@@]5([C@H]4CC(CC5)(C)C)C=O)C)C)C)C The molecule is a pentacyclic triterpenoid with formula C30H48O2, originally isolated from the leaves of Syzygium formosanum. It has a role as a plant metabolite and an antibacterial agent. It is a pentacyclic triterpenoid, a cyclic terpene ketone and an aliphatic aldehyde. It derives from a hydride of a friedelane.